N1C(C1)C(=O)O aziridine-2-carboxylic acid